2-[3-cyano-4-isobutoxyphenyl]-4-methylthiazole-5-carboxylic acid ethyl ester C(C)OC(=O)C1=C(N=C(S1)C1=CC(=C(C=C1)OCC(C)C)C#N)C